(2S)-Ethyl 3-Methyl-2-(2-(3-(5-((1,1,1-Trifluorobutan-2-Yl)Carbamoyl)-1H-Pyrazol-3-Yl)Phenyl)Oxazole-5-Carboxamido)Butanoate CC([C@@H](C(=O)OCC)NC(=O)C1=CN=C(O1)C1=CC(=CC=C1)C1=NNC(=C1)C(NC(C(F)(F)F)CC)=O)C